NC=1N=C(C2=C(N1)C=CN(C2=O)CC2=CC=C(C=C2)CN2CCN(CC2)CCO)N[C@H](C)CCC (R)-2-amino-6-(4-((4-(2-hydroxyethyl)piperazin-1-yl)methyl)benzyl)-4-(pentan-2-ylamino)pyrido[4,3-d]pyrimidin-5(6H)-one